FC(=CCSCC=C(F)F)F difluoroallylsulfide